5-({5-[2-(Morpholin-4-yl)ethoxy]pyridin-2-yl}methoxy)-2-(pyridin-3-yl)-1,3-benzoxazole N1(CCOCC1)CCOC=1C=CC(=NC1)COC=1C=CC2=C(N=C(O2)C=2C=NC=CC2)C1